8-(5-methylfuran-2-yl)-2-(trifluoromethyl)-[1,2,4]triazolo[1,5-a]pyrazin CC1=CC=C(O1)C=1C=2N(C=CN1)N=C(N2)C(F)(F)F